1-(1-methoxyprop-1-en-2-yl)naphthalene COC=C(C)C1=CC=CC2=CC=CC=C12